Allyl allyl(2-((tert-butoxycarbonyl)amino)-2-(2-((2-hydroxyethyl)carbamoyl)thiazol-4-yl)ethyl)carbamate C(C=C)N(C(OCC=C)=O)CC(C=1N=C(SC1)C(NCCO)=O)NC(=O)OC(C)(C)C